C(CCCCCC)C1=C(N=C(S1)N)C1=C(C=C(C=C1C)C)C heptyl-4-mesitylthiazol-2-amine